FC(N1N=CC(=C1)[C@H]1CN(C[C@H](O1)C)S(=O)(=O)C1=CC=C(C=C1)C)F (2S,6R)-2-[1-(difluoromethyl)pyrazol-4-yl]-6-methyl-4-(p-tolylsulfonyl)morpholine